4-carboxyl-2(R,S)-fluorovalerate sodium salt [Na+].C(=O)(O)C(C[C@H](C(=O)[O-])F)C |r|